icosa-7,10,13,16,19-pentaenoic acid C(CCCCCC=CCC=CCC=CCC=CCC=C)(=O)O